C(C)(=O)N1CCC(=CC1)C=1C(=NC2=CC(=CC(=C2N1)[C@@H](C)NC1=C(C(=O)O)C=CC=C1)C)C#N (R)-2-((1-(3-(1-acetyl-1,2,3,6-tetra-hydropyridin-4-yl)-2-cyano-7-methyl-quinoxalin-5-yl)ethyl)amino)benzoic acid